FC(CC(C(=O)O)=C)(F)F.C(C=C)(=O)OCC(F)(F)F 2,2,2-trifluoroethyl acrylate (2,2,2-trifluoroethyl acrylate)